CN1CCN(CC1)C=1C(=C(N)C=CC1)[N+](=O)[O-] 3-(4-methylpiperazine-1-yl)-2-nitroaniline